alpha-(3-methyl-benzyl)-proline CC=1C=C(C[C@@]2(NCCC2)C(=O)O)C=CC1